S1C(=CC=C1)CC=O 2-(thiophen-2-yl)ethan-1-one